2,3-dimethyl-1H-indene CC=1CC2=CC=CC=C2C1C